ClC=1C=C2C=C(C=NC2=C(C1)B1OC(C(O1)(C)C)(C)C)NC 6-chloro-N-methyl-8-(4,4,5,5-tetramethyl-1,3,2-dioxaborolan-2-yl)quinolin-3-amine